benzyl 2-(methyl (3-sulfamoylpropyl)amino)acetate CN(CC(=O)OCC1=CC=CC=C1)CCCS(N)(=O)=O